C(C1=CC=CC=C1)OC=1C=CC=C2C(=C(C[N+](C12)=O)C(C)C)C1=CC(=C(C=C1)F)C 8-benzyloxy-4-(4-fluoro-3-methyl-phenyl)-3-isopropyl-1-oxo-quinolin-1-ium